3-Methoxypropyl (E)-3-(1-(3,5-bis(trifluoromethyl)benzyl)-1H-pyrrolo[2,3-b]pyridin-3-yl)-2-cyanoacrylate FC(C=1C=C(CN2C=C(C=3C2=NC=CC3)/C=C(/C(=O)OCCCOC)\C#N)C=C(C1)C(F)(F)F)(F)F